oxyl-acetamide OCC(=O)N